C(#N)C(C(=O)OCC)C ethyl 2-cyanopropionate